C1(CC1)C1=NC(=CC(=C1)C1=C(C=C(C#N)C=C1)C1=NN=CN1C)N1C(C2=CC(=CC(=C2C1)F)CNC1CC1)=O 4-(2-cyclopropyl-6-{6-[(cyclopropylamino)methyl]-4-fluoro-1-oxo-3H-isoindol-2-yl}pyridin-4-yl)-3-(4-methyl-1,2,4-triazol-3-yl)benzonitrile